2-((8-amino-6-(difluoromethyl)-7-fluoroisoquinolin-3-yl)amino)-6-methyl-5,6-dihydro-4H-pyrazolo[1,5-d][1,4]diazepin-7(8H)-one NC=1C(=C(C=C2C=C(N=CC12)NC1=NN2CC(N(CCC2=C1)C)=O)C(F)F)F